CC1=C(C=CC(=C1)C)C1CC=2C=NN(C(C2CC1)=O)C1=NC=CC(=C1)C 6-(2,4-dimethylphenyl)-2-(4-methylpyridin-2-yl)-5,6,7,8-tetrahydrophthalazin-1(2H)-one